FC(CC1=NN(C(=C1N)C)C)F 3-(2,2-difluoroethyl)-1,5-dimethylpyrazol-4-amine